2-(2-(trifluoromethyl)phenyl)-1H-indol-5-ol FC(C1=C(C=CC=C1)C=1NC2=CC=C(C=C2C1)O)(F)F